1-(2-methoxy-5-(piperazine-1-carbonyl)phenyl)dihydropyrimidine-2,4(1H,3H)-dione hydrochloride Cl.COC1=C(C=C(C=C1)C(=O)N1CCNCC1)N1C(NC(CC1)=O)=O